C(C=C)(=O)OC12C(CC(CC1)C2)C(=O)O (acryloyloxy)bicyclo[2.2.1]heptane-2-carboxylic acid